C1=CC=C2C(=C1)C=CC=C2C3=CC=C(C=C3)N(C4=CC=C(C=C4)C5=CC=C(C=C5)N)C6=CC=C(C=C6)C7=CC=CC8=CC=CC=C87 bis[(1-naphthyl)-N-phenyl]benzidine